6-[2-oxo-8-[[2-(2-aminoethyl)-5-fluoro-7,8-dihydro-6H-cyclopenta[e]benzotriazol-7-yl]methyl]-1-oxa-3,8-diazaspiro[4.5]decan-3-yl]-4H-pyrido[3,2-b][1,4]oxazin-3-one dihydrochloride Cl.Cl.O=C1OC2(CN1C=1C=CC=3OCC(NC3N1)=O)CCN(CC2)CC2CC1=C(C=3C(=NN(N3)CCN)C=C1F)C2